5-isopropoxycarbonylamino-3-(1,2,3,4,5,8-hexahydroindolizin-7-yl)-2-ethyl-benzothiophene C(C)(C)OC(=O)NC=1C=CC2=C(C(=C(S2)CC)C2=CCN3CCCC3C2)C1